[4-bromo-2-(1,1-difluoropropyl)-5-fluorophenoxy]acetic acid BrC1=CC(=C(OCC(=O)O)C=C1F)C(CC)(F)F